Pentamethylcyclopentadienyl-(1-n-butyl-6,6-diethyl-1,5,6,7-tetrahydro-s-indacenyl)hafnium CC1=C(C(=C(C1([Hf]C1(C=CC2=CC=3CC(CC3C=C12)(CC)CC)CCCC)C)C)C)C